IC1=NN(C=C1)C1OCCCC1 3-iodo-1-(tetrahydro-2H-pyran-2-yl)-1H-pyrazole